COC=1C=C(CC2=C(C=CC(=C2OC)OC)C2=CC=CC=C2)C=CC1OC (3,4-Dimethoxybenzyl)-3,4-dimethoxy-1,1'-biphenyl